C(C=C)(=O)OCCN=C=O 2-(acryloxy)ethyl isocyanate